di-sodium maleate hydrate O.C(\C=C/C(=O)[O-])(=O)[O-].[Na+].[Na+]